(5-chloro-2-methoxyphenyl)-3-ethyl-6-(trifluoromethyl)indolin-2-one ClC=1C=CC(=C(C1)N1C(C(C2=CC=C(C=C12)C(F)(F)F)CC)=O)OC